4,4-dimethyl-2-oxocyclohexane-carbaldehyde CC1(CC(C(CC1)C=O)=O)C